(1S)-6-chloro-1-(cyclopentylmethyl)-2-[4-(difluoromethyl)-6-(trifluoromethyl)-1,3,5-triazin-2-yl]-2,3,4,9-tetrahydro-1H-pyrido[3,4-b]indole ClC=1C=C2C3=C(NC2=CC1)[C@@H](N(CC3)C3=NC(=NC(=N3)C(F)F)C(F)(F)F)CC3CCCC3